2-[(4-{[2-amino-4-(pentylamino)-5H-pyrrolo[3,2-d]pyrimidin-5-yl]methyl}-3-methoxyphenyl)methoxy]ethan-1-ol NC=1N=C(C2=C(N1)C=CN2CC2=C(C=C(C=C2)COCCO)OC)NCCCCC